7-((2S,5R)-4-acryloyl-2,5-dimethylpiperazin-1-yl)-9-chloro-10-(2-(trifluoromethyl)phenyl)-2,3-dihydro-5H-[1,4]oxazino[2,3,4-ij]quinazolin-5-one C(C=C)(=O)N1C[C@@H](N(C[C@H]1C)C1=NC(N2C3=C(C(=C(C=C13)Cl)C1=C(C=CC=C1)C(F)(F)F)OCC2)=O)C